2,4-diphenyl-6-(3'-(4,4,5,5-tetramethyl-1,3,2-dioxaborolan-2-yl)-[1,1'-biphenyl]-3-yl)pyrimidine C1(=CC=CC=C1)C1=NC(=CC(=N1)C1=CC=CC=C1)C=1C=C(C=CC1)C1=CC(=CC=C1)B1OC(C(O1)(C)C)(C)C